N-(m-tolylaminocarbonyl)-glycine C1(=CC(=CC=C1)NC(=O)NCC(=O)O)C